C(C)C=1C(NC=2C=C(C=NC2C1)CN1C2CN(CC1C2)C2=CC(=C(C(=O)NC)C=C2)F)=O 4-(6-((7-Ethyl-6-oxo-5,6-dihydro-1,5-naphthyridin-3-yl)methyl)-3,6-diazabicyclo[3.1.1]Heptane-3-yl)-2-fluoro-N-methylbenzamide